FC=1C(=C(C=CC1F)C1C(OC(C1)(C(F)(F)F)C)C(=O)N)OC 3-(3,4-difluoro-2-methoxy-phenyl)-5-methyl-5-(trifluoromethyl)tetrahydrofuran-2-carboxamide